C(C1=CC=CC=C1)(=O)OC[C@]1([C@@H](C1)CO[Si](C1=CC=CC=C1)(C1=CC=CC=C1)C(C)(C)C)F ((1S,2S)-2-(((tert-butyldiphenylsilyl)oxy)methyl)-1-fluorocyclopropyl)methyl benzoate